CC1=NC=2N3C(N(C(C2N1)=O)C)=NC12C3CCC2CCC1 (+/-)-6a,7,8,9,9a,10,11,11a-Octahydro-2,5-dimethyl-3H-pentaleno[6a',1':4,5]-imidazo[2,1-b]purin-4(5H)-one